glycerol tri(2-mercaptoacetate) SCC(=O)OCC(OC(CS)=O)COC(CS)=O